spiro[5,6-dihydro-cyclopenta[d]thiazol-4,3'-azetidine]-2-amine N1CC2(C1)CCC1=C2N=C(S1)N